COC1=CC=C(C=C1)CCNC 2-(4-methoxyphenyl)-N-methylethylamine